1-(4-(2,5-DIHYDROFURAN-3-YL)PYRIDIN-2-YL)-N-(1-METHYL-1H-INDAZOL-7-YL)-1H-PYRAZOLE-4-SULFONAMIDE O1CC(=CC1)C1=CC(=NC=C1)N1N=CC(=C1)S(=O)(=O)NC=1C=CC=C2C=NN(C12)C